CN(C1=CC2=C(C=C(O2)C(=O)N)C(=C1)F)C 6-(dimethylamino)-4-fluoro-1-benzofuran-2-carboxamid